BrC=1C=C2C(=NC1C(=O)OC)N(C(=C2)C)C methyl 5-bromo-1,2-dimethyl-1H-pyrrolo[2,3-b]pyridine-6-carboxylate